CC=1OC(=CN1)CC(=O)NC1=NNC(=C1)[C@@H]1C[C@@H](CC1)N(C([O-])=O)C[C@H](CC)C (1R,3S)-3-(3-{[(2-methyl-1,3-oxazol-5-yl)acetyl]amino}-1H-pyrazol-5-yl)cyclopentyl[(2S)-2-methylbutyl]carbamate